C(C1=CC=CC=C1)C1=CN=C(O1)C(CN1C(C=CC(=C1)C=C)=O)=O 1-(2-(5-benzyloxazol-2-yl)-2-oxoethyl)-5-vinylpyridin-2(1H)-one